1-(2,6-difluorobenzyl)-1H-1,2,3-triazole-4-carboxamide FC1=C(CN2N=NC(=C2)C(=O)N)C(=CC=C1)F